Cl.Cl.N1CCCC2=CC=C(C=C12)N 1,2,3,4-tetrahydroquinolin-7-amine dihydrochloride